4,5-Diamino-7-methyl-2,3-dihydro-1H-isoindole-2-carboxylic acid-2-methylpropan-2-yl ester CC(C)(C)OC(=O)N1CC2=C(C=C(C(=C2C1)N)N)C